CC(C1=CC=CC=C1)(C)C1=CC2=CC=CC=C2C=C1 2-(α,α-dimethylbenzyl)naphthalene